C(C)N(CCCN1N=NN(C1=S)C1=C(C=CC=C1)OC)CC 1-(3-(Diethylamino)-propyl)-4-(2-methoxyphenyl)-1,4-dihydro-5H-tetrazol-5-thion